S1C(=NC=C1)C1=CC=C2N=C3C(C4=C(C(C3=NC2=C1)=O)N=CC=C4)=O 9-(thiazol-2-yl)pyrido[2,3-b]phenazine-5,12-dione